C(C)(C)(C)[Si](OC1CC(C1)N)(C)C 3-[tert-butyl-(dimethyl)silyl]oxycyclobutanamine